P(=O)(O)(O)O.P(=O)(O)(O)O.CN(C)C[C@H]1CN(CC[C@]1(O)C1=C(C(=O)N)C=CC=C1)CCC1=CSC=C1 (3S,4R)-3-((dimethylamino)methyl)-4-hydroxy-1-(2-(thiophen-3-yl)ethyl)piperidin-4-yl-benzamide bisphosphate